N-methyl-2-oxo-1,2-dihydropyridine-3-carboxamide CNC(=O)C=1C(NC=CC1)=O